COC(C1=NC(=CC=C1C=1C(=CC=2C=3C(COC2C1)=CSC3)C(NC3=CC=C(C=C3)CNC(=O)OC(C)(C)C)=O)C(NCCC)=O)=O.C[SiH2]C3=CC=C(C=C3)C Methyl-(4-methylphenyl)silane methyl-3-(8-((4-(((tert-butoxycarbonyl)amino)methyl)phenyl)carbamoyl)-4H-thieno[3,4-c]chromen-7-yl)-6-(propylcarbamoyl)picolinate